N1-(2-(dimethylamino)ethyl)-5-methoxy-N4-(4-(5-methoxy-1H-indazol-1-yl)pyrimidin-2-yl)-N1-methylbenzene-1,2,4-triamine CN(CCN(C=1C(=CC(=C(C1)OC)NC1=NC=CC(=N1)N1N=CC2=CC(=CC=C12)OC)N)C)C